CC(C[N+](C)(C)C)OC(=O)C.[Cl-] acetyl-beta-methylcholine chloride